C(CCCCCCCCC=CCCCCCC)C1=C(C(=O)O)C(=CC=C1)O 2-(heptadec-10-en-1-yl)-6-hydroxybenzoic acid